Cl.N1(N=CC=C1)CCN1C(=NC2=C1C=C(C=C2F)C(=O)OC)CCl Methyl 1-(2-(1H-pyrazol-1-yl)ethyl)-2-(chloromethyl)-4-fluoro-1H-benzo[d]imidazole-6-carboxylate hydrochloride